(S)-(3-(4-(2-(3-(fluoromethyl)pyrrolidin-1-yl)ethoxy)phenoxy)-6-hydroxybenzo[b]thiophen-2-yl)(phenyl)methanone FC[C@@H]1CN(CC1)CCOC1=CC=C(OC=2C3=C(SC2C(=O)C2=CC=CC=C2)C=C(C=C3)O)C=C1